O=C1NC(CCC1N1C(C2=CC=C(C=C2C1=O)NCCCCOCCCCCCCCOC1=CC=C(C=C1)C(C)(C)C1=CC=C(OCC2=NC(=NC=C2)NC(C)=O)C=C1)=O)=O N-(4-((4-(2-(4-((8-(4-((2-(2,6-dioxopiperidin-3-yl)-1,3-dioxoisoindolin-5-yl)amino)butoxy)octyl)oxy)phenyl)propan-2-yl)phenoxy)methyl)pyrimidin-2-yl)acetamide